ethyl 2-(cyclopentylmethyl)cyclopropane-1-carboxylate C1(CCCC1)CC1C(C1)C(=O)OCC